N-(6-(2-(((1r,4r)-4-aminocyclohexyl)amino)-8-ethylquinazolin-6-yl)-4-methoxypyridazin-3-yl)-2-chlorobenzene-sulfonamide NC1CCC(CC1)NC1=NC2=C(C=C(C=C2C=N1)C1=CC(=C(N=N1)NS(=O)(=O)C1=C(C=CC=C1)Cl)OC)CC